C(C1=CC=CC=C1)N1C=NN(C1=O)C1=CC=C(C=C1)S(=O)(=O)C1=CC(=NC=C1)C#N 4-((4-(4-benzyl-5-oxo-4,5-dihydro-1H-1,2,4-triazol-1-yl)phenyl)-sulfonyl)pyridinenitrile